C(C)C=1C=C(C=CC1C)O 3-Ethyl-4-methylphenol